7-(difluoromethyl)-6-[3-(methoxymethyl)-1-methylpyrazole-4-yl]-1,2,3,4-tetrahydroquinoline FC(C1=C(C=C2CCCNC2=C1)C=1C(=NN(C1)C)COC)F